OC=1C(=CC(=C2C=CC=NC12)[N+](=O)[O-])C(NC(CCCC)=O)C1=CC=C(C=C1)OC1=CC=CC=C1 N-[(8-hydroxy-5-nitroquinolin-7-yl)(4-phenoxyphenyl)methyl]pentanamide